ClC=1C=C(C=CC1OC)NC(=O)N1[C@@H]2CC[C@H]1CC=1N=CN=CC12 (5R,8S)-N-(3-chloro-4-methoxyphenyl)-6,7,8,9-tetrahydro-5H-5,8-epiminocyclohepta[d]-pyrimidine-10-carboxamide